OC(=O)C(F)(F)F.FC(C1=CC(=NC=C1)NC1CCC2=CC(=CC=C12)NC(C=C)=O)(F)F N-[1-[[4-(trifluoromethyl)pyridin-2-yl]amino]-2,3-dihydro-1H-inden-5-yl]acrylamide TFA salt